(2R)-2-[(tert-butoxycarbonyl)amino]-6-(piperidin-1-yl)hexanoic acid C(C)(C)(C)OC(=O)N[C@@H](C(=O)O)CCCCN1CCCCC1